FC(C1=CC=C(C=N1)C1=CC(=NO1)C12CC(C1)(C2)NC(OC(C)(C)C)=O)(F)F tert-butyl (3-(5-(6-(trifluoromethyl)pyridin-3-yl)isoxazol-3-yl)bicyclo[1.1.1]pentan-1-yl)carbamate